ClC1=C(N(C(C2=C(C=CC=C12)SCC)=O)C1=CC=CC=C1)[C@H](C)NC=1C2=C(N=CN1)NC=CC2=O (S)-4-((1-(4-chloro-8-(ethylthio)-1-oxo-2-phenyl-1,2-dihydroisoquinolin-3-yl)ethyl)amino)pyrido[2,3-d]pyrimidin-5(8H)-one